ClC=1C=CC2=C(C(=NCC(N2C)=O)C2=C(C=CC=C2)F)C1 7-chloro-5-(2-fluorophenyl)-1-methyl-1H-1,4-benzodiazepine-2(3H)-one